ClC1=NC2=C(C=C(C=C2C(=C1C1=NC(=NO1)C)C)F)F 5-(2-chloro-6,8-difluoro-4-methylquinolin-3-yl)-3-methyl-1,2,4-oxadiazole